NC1=NC=CC=C1C1=NC=2C(=NC(=CC2)C2=CCCCC2)N1C1=CC=C(CN2CCN(CC2)C(=O)C2=CC(=C(C=O)C=C2)O)C=C1 4-(4-(4-(2-(2-aminopyridin-3-yl)-5-(cyclohex-1-en-1-yl)-3H-imidazo[4,5-b]pyridin-3-yl)benzyl)piperazine-1-carbonyl)-2-hydroxybenzaldehyde